3-(bromomethyl)-2-methyl-1,1'-biphenyl BrCC=1C(=C(C=CC1)C1=CC=CC=C1)C